NC=1C(=NC=C(N1)Cl)C=O 3-AMINO-5-CHLOROPYRAZINE-2-CARBALDEHYDE